pyridine-2,6-bis(carboximidamide) dihydrochloride Cl.Cl.N1=C(C=CC=C1C(N)=N)C(N)=N